2-(1H-imidazol-1-yl)-5-(6-((E)-((1S,5R)-1-methyl-9-azabicyclo[3.3.1]nonan-3-ylidene)methyl)-1,2,4-triazin-3-yl)pyridin-4-ol N1(C=NC=C1)C1=NC=C(C(=C1)O)C=1N=NC(=CN1)/C=C\1/C[C@@]2(CCC[C@H](C1)N2)C